COC=1C=C(C(=O)N(NC(=O)C2=C(C3=C(OCCO3)C=C2)CC)C(C(C)(C)C)CC)C=C(C1C)OC 5-Ethyl-2,3-dihydro-benzo[1,4]dioxine-6-carboxylic acid N'-(3,5-dimethoxy-4-methyl-benzoyl)-N'-(1-ethyl-2,2-dimethyl-propyl)-hydrazide